1-(4-((6,7-dimethoxyquinolin-4-yl)amino)phenyl)-3-(2-methoxyphenyl)urea COC=1C=C2C(=CC=NC2=CC1OC)NC1=CC=C(C=C1)NC(=O)NC1=C(C=CC=C1)OC